8-((2S,5R)-4-(6-Fluorochinolin-4-yl)-2,5-dimethylpiperazin-1-yl)-5-methyl-6-oxo-5,6-dihydro-1,5-naphthyridin-2-carbonitril FC=1C=C2C(=CC=NC2=CC1)N1C[C@@H](N(C[C@H]1C)C1=CC(N(C=2C=CC(=NC12)C#N)C)=O)C